(3-(N-cyclopropylsulfamoyl)phenyl)boronic acid C1(CC1)NS(=O)(=O)C=1C=C(C=CC1)B(O)O